(1S,2S)-2-(3-methylthiophenyl)cyclopentan-1-ol CSC=1C=C(C=CC1)[C@H]1[C@H](CCC1)O